Tetrahydro-pyran-4-carboxylic acid {8-[5-(3-dimethylamino-methyl-phenylamino)-6-methoxy-pyridin-2-yl]-2,3-dihydro-benzo[1,4]dioxin-2-ylmethyl}-amide CN(C=1C=C(C=CC1)N(C=1C=CC(=NC1OC)C1=CC=CC2=C1OC(CO2)CNC(=O)C2CCOCC2)C)C